4-(3-(2-sulfamoylaminoethyl)azetidine-1-yl)-8-ethoxyquinazoline S(N)(=O)(=O)NCCC1CN(C1)C1=NC=NC2=C(C=CC=C12)OCC